SC=1NC2=CC=CC=C2C1C=O 2-MERCAPTO-1H-INDOLE-3-CARBALDEHYDE